(9S,13S)-9,13-dimethyl-7,10,14-trioxa-4,19,20,23-tetraazatetracyclo[13.5.2.12,6.018,21]tricosa-1(20),2(23),3,5,15(22),16,18(21)-heptaene C[C@H]1COC2=CN=CC(C3=NNC=4C=CC(O[C@H](CCO1)C)=CC34)=N2